(7-(3-fluoro-4-(trifluoro-methyl)phenoxy)-3,4-dihydroisoquinolin-2(1H)-yl)(1-(vinylsulfonyl)azetidin-3-yl)meth-anone FC=1C=C(OC2=CC=C3CCN(CC3=C2)C(=O)C2CN(C2)S(=O)(=O)C=C)C=CC1C(F)(F)F